NC=1C(=C(C=CC1)C1=CC=CS1)Cl 5-(3-amino-2-chlorophenyl)thiofuran